(S)-6-ethyl-5-methoxy-3-((3-(3-(2-(methylamino)propanamido)propoxy)phenyl)amino)pyrazine-2-carboxamide C(C)C1=C(N=C(C(=N1)C(=O)N)NC1=CC(=CC=C1)OCCCNC([C@H](C)NC)=O)OC